N-(1-(2,6-dimethoxyphenyl)-2-(6-methoxypyridin-2-yl)-1H-imidazo[4,5-b]pyrazin-6-yl)pyrimidine-2-sulfonamide COC1=C(C(=CC=C1)OC)N1C(=NC=2C1=NC(=CN2)NS(=O)(=O)C2=NC=CC=N2)C2=NC(=CC=C2)OC